[N+]=1(C(=CC=CC1)S)[O-].[Zn] Zinc 2-pyridinethiol-1-oxide